tetrahexyldecanoyl-ascorbate C(CCCCC)C([C@@]([C@@]1(C(=C(C(=O)O1)OCCCCCC)[O-])C(CCCCCCCCC)=O)(OCCCCCC)CCCCCC)O